O.O.O.C(C)(=O)[O-].CN1C2=NCCC[NH+]2CCC1 7-methyl-1,5,7-triazabicyclo[4.4.0]Dec-5-enylium acetate trihydrate